COC=1C=C(C=CC2=NC(=NC(=N2)C(Cl)(Cl)Cl)C(Cl)(Cl)Cl)C=CC1OC 2-(3',4'-dimethoxy-styryl)-4,6-bis(trichloromethyl)-s-triazine